5-((2-chloropyridin-4-yl)oxy)-2-ethyl-4-phenylthiazole ClC1=NC=CC(=C1)OC1=C(N=C(S1)CC)C1=CC=CC=C1